(1R,8R,9R,10S,11S,12R,Z)-8-(((R)-tert-butylsulfinyl) amino)-3-(hydroxymethyl)-13-oxa-2-thiabicyclo[7.3.1]tridec-5-ene-10,11,12-trisbenzoate C(C)(C)(C)[S@@](=O)N[C@@H]1C\C=C/CC(S[C@@H]2[C@H]([C@H]([C@H]([C@H]1O2)C2=CC=CC=C2C(=O)[O-])C2=CC=CC=C2C(=O)[O-])C2=CC=CC=C2C(=O)[O-])CO